5-(2-chlorophenyl)-3-((6-isopropylpyridin-3-yl)amino)-4H-benzo[e][1,2,4]thiadiazine 1,1-dioxide ClC1=C(C=CC=C1)C1=CC=CC2=C1NC(=NS2(=O)=O)NC=2C=NC(=CC2)C(C)C